O=C1CC2(CC(C2)NC(NCC2=CC=C(C(=O)N)C=C2)=O)C1 4-((3-(6-oxospiro[3.3]hept-2-yl)ureido)methyl)benzamide